ClCC1=CC=C(C(=N1)C1CC1)C(F)(F)F 6-(chloromethyl)-2-cyclopropyl-3-(trifluoromethyl)pyridine